C1(CC1)C1=CC2=C(C=C(O2)C(=O)NS(=O)(=O)C2=C(C=CC(=C2)OC(F)(F)F)OCC)C(=C1)F 6-Cyclopropyl-N-[2-ethoxy-5-(trifluoromethoxy)phenyl]sulfonyl-4-fluoro-benzofuran-2-carboxamide